FC(S(=O)(=O)OC1=CCSC2=CC(=CC=C12)OC(C(C)(C)C)=O)(F)F pivalic acid 4-(((trifluoromethyl) sulfonyl) oxy)-2H-thiochromen-7-yl ester